3-methoxy-N-(5-{5-(trifluoromethyl)-5-[3-(trifluoromethyl)phenyl]-4,5-dihydro-1,2-oxazol-3-yl}indan-1-yl)propanamide tertbutyl-7-ethynyl-4-azaspiro[2.5]octane-4-carboxylate C(C)(C)(C)OC(=O)N1C2(CC2)CC(CC1)C#C.COCCC(=O)NC1CCC2=CC(=CC=C12)C1=NOC(C1)(C1=CC(=CC=C1)C(F)(F)F)C(F)(F)F